C(C)C1=NC2=CC(=CC=C2C(=C1C(=O)NCC1=CC(=CC=C1)F)C)C(F)(F)F 2-ethyl-N-[(3-fluorophenyl)-methyl]-4-methyl-7-(trifluoromethyl)-quinoline-3-carboxylic acid amide